C(C1=CC=CC=C1)C=1C=CC=2N(N1)C(=CN2)C=2C=C(C=CC2)C(C)=O 1-[3-(6-benzylimidazo[1,2-b]pyridazin-3-yl)phenyl]ethanone